2-methyl-1-(2-prop-2-ylpyrrolo[1,5-a]pyridin-3-yl)propan-1-one CC(C(=O)C1=C(C=C2N1C=CC=C2)C(C)C)C